2,2,2-trichloroethyl-1-ethyl-3-methylimidazolium monofluorophosphate P(=O)([O-])([O-])F.ClC(CC=1N(C=C[N+]1C)CC)(Cl)Cl.ClC(CC=1N(C=C[N+]1C)CC)(Cl)Cl